C(C1=CC=CC=C1)(=O)OOCCCCCCOC(C=C)=O 6-acryloyloxyhexyloxy benzoate